COC=1C(=NC(=NC1)NC1=CC=C(C=C1)N1CCN(CC1)C)C1=CC2=C(N(C=N2)C)C=C1 5-methoxy-4-(1-methyl-1H-benzo[d]imidazol-5-yl)-N-(4-(4-methylpiperazin-1-yl)phenyl)pyrimidin-2-amine